C(CCCCCCCCCCCCC)OC(=O)OC(=O)[O-].[I-].[K+].[Co+2] cobalt-potassium iodide tetradecyl-dicarbonate